NC1=NC(N(C=C1)[C@H]1C[C@@H]([C@H](S1)CO[P@](=O)(OC1=CC=CC=C1)N[C@@H](C)C(=O)OCC(CC)CC)O)=O 2-ETHYLBUTYL ((S)-(((2R,3S,5R)-5-(4-AMINO-2-OXOPYRIMIDIN-1(2H)-YL)-3-HYDROXYTETRAHYDROTHIOPHEN-2-YL)METHOXY)(PHENOXY)PHOSPHORYL)-L-ALANINATE